ClC=1C=C2C(C(NC2=CC1)=O)=NN=C1SCC(N1C1=CC=C(C=C1)C)=O 5-chloro-3-(2-(3-(4-methylphenyl)-4-oxothiazolidine-2-ylidene)hydrazono)indol-2-one